6-[6-bromo-3-(ethylsulfonyl)pyridin-2-yl]-7-methyl-3-(pentafluoroethyl)-7H-imidazo[4,5-c]-pyridazine BrC1=CC=C(C(=N1)C1=NC2=C(N=NC(=C2)C(C(F)(F)F)(F)F)N1C)S(=O)(=O)CC